FC(C(=O)O)(F)F.CC1CN(C1)CCN(C(OC(C)(C)C)=O)C=1C=NN(C1)C tert-butyl N-[2-(3-methylazetidin-1-yl)ethyl]-N-(1-methylpyrazol-4-yl)carbamate trifluoroacetate